OC1=C(C=CC(=C1)C(F)(F)F)C1=NN=C(C2=CC=CC=C12)NC1CCCCC1 (1R,2S,4S)-4-((4-(2-hydroxy-4-(trifluoromethyl)phenyl)phthalazin-1-yl)amino)cyclohexane